FC=1C=C2/C(/C(NC2=CC1)=O)=C/C1=C(C(=CN1)NC(CCNCCC)=O)C (Z)-N-(5-((5-fluoro-2-oxoindol-3-ylidene)methyl)-4-methyl-1H-pyrrol-3-yl)-3-(propylamino)propanamide